S1C=C(C=C1)C1=C(CCC1)C1=CSC=C1 1,2-bis(3-thienyl)cyclopentene